6-chloro-3-(4-((4-methoxybenzyl)oxy)pyridin-2-yl)imidazo[1,2-b]pyridazine ClC=1C=CC=2N(N1)C(=CN2)C2=NC=CC(=C2)OCC2=CC=C(C=C2)OC